tert-butyl (3S)-3-[(2R)-1-(tert-butoxy)-1-oxo-3-[3-(prop-2-en-1-yl)phenyl]prop-2-yl]pyrrolidine-1-carboxylate C(C)(C)(C)OC([C@H](CC1=CC(=CC=C1)CC=C)[C@H]1CN(CC1)C(=O)OC(C)(C)C)=O